2-(3,4-DIETHOXYPHENYL)ETHYL ISOCYANIDE C(C)OC=1C=C(C=CC1OCC)CC[N+]#[C-]